ICC=1C=C2CN(C(C2=CC1)=O)N1C(NC(CC1)=O)=O 1-(5-(iodomethyl)-1-oxoisoindolin-2-yl)dihydropyrimidine-2,4(1h,3h)-dione